tert-butyl 2-({3-oxo-2-azatricyclo[6.3.1.04,12]dodeca-1(11),4,6,8(12),9-pentaen-9-yl}oxy)acetate O=C1NC2=CC=C(C=3C=CC=C1C23)OCC(=O)OC(C)(C)C